C(=O)C12N(CC(C1)(C2)COC2=CC(N1CCCC1=C2)=O)C(=O)OC(C)(C)C tert-butyl 1-formyl-4-[(5-oxo-2,3-dihydro-1H-indolizin-7-yl)oxymethyl]-2-azabicyclo[2.1.1]hexane-2-carboxylate